methoxypropyl cyanoacetate C(#N)CC(=O)OCCCOC